C1(=CC=CC=C1)S(=O)(=O)C=1N=COC1 4-(phenylsulfonyl)oxazole